((2-methoxyethyl)amino)-5-(2,3,5-trifluorophenyl)-4H-benzo[e][1,2,4]thiadiazine 1,1-dioxide COCCNC1=NS(C2=C(N1)C(=CC=C2)C2=C(C(=CC(=C2)F)F)F)(=O)=O